2-(2,5-dimethyl-1H-pyrrol-1-yl)-7-(6-(1-(1-(4-fluorophenyl)but-3-en-1-yl)-1H-pyrazol-4-yl)pyrazin-2-yl)-[1,2,4]triazolo[1,5-a]pyridine CC=1N(C(=CC1)C)C1=NN2C(C=C(C=C2)C2=NC(=CN=C2)C=2C=NN(C2)C(CC=C)C2=CC=C(C=C2)F)=N1